CC1=NSC(=C1)N 3-Methyl-1,2-thiazol-5-amine